BrC1=C(N=C(N=N1)NC1CC(C1)(O)C)C 3-((6-bromo-5-methyl-1,2,4-triazin-3-yl)amino)-1-methylcyclobutan-1-ol